Cl.NC/C(/CN1N=CN(C1=O)C1=C(C=CC(=N1)C=1C=C2CCC(NC2=C(C1)C)=O)C)=C\F 6-(6-{1-[(2E)-2-(aminomethyl)-3-fluoroprop-2-en-1-yl]-5-oxo-1,5-dihydro-4H-1,2,4-triazol-4-yl}-5-methylpyridin-2-yl)-8-methyl-3,4-dihydroquinolin-2(1H)-one hydrochloride